4-(4-[(tert-butoxycarbonyl)(ethyl)amino]piperidin-1-yl)-1-([2-(trimethylsilyl)ethoxy]methyl)-indazole-7-carboxylic acid C(C)(C)(C)OC(=O)N(C1CCN(CC1)C1=C2C=NN(C2=C(C=C1)C(=O)O)COCC[Si](C)(C)C)CC